CN1N=C(C(=C1)C1=CN=CC(=N1)C1=CC(=CS1)NC(CCCC)=O)C N-{5-[6-(1,3-dimethylpyrazol-4-yl)pyrazin-2-yl]thiophen-3-yl}pentanamide